CN1S(CCC1=O)(=O)=O 2-methyl-3-isothiazolidinone-1,1-dioxide